[N-](S(=O)(=O)C(F)(F)F)S(=O)(=O)C(F)(F)F.C(CCCCCCC)N1CN(C=C1)C=C (1-octyl-3-vinylimidazole) bis(trifluoromethanesulfonyl)imide salt